tin (II) 2-ethylhexanoic acid C(C)C(C(=O)O)CCCC.[Sn+2]